OC1(C(N(C=2C=C3C(=NC(=NC3=CC21)C)OC)C)=O)C 8-hydroxy-4-methoxy-2,6,8-trimethyl-6H-pyrrolo[2,3-g]quinazolin-7(8H)-one